C1(=CC(=CC=C1)C(O)=N)C1=CC=CC=C1 [1,1'-biphenyl]-3-Carboxylic acid imide